methyl-glycine zinc diacetate C(C)(=O)[O-].C(C)(=O)[O-].[Zn+2].CNCC(=O)O